ClC1=CC(=C(C=N1)C1(CC1)NC(OC(C)(C)C)=O)C tert-butyl (1-(6-chloro-4-methylpyridin-3-yl)cyclopropyl)carbamate